Cl.ClC1=C(C=CC=C1)[C@@]1(C(CCCC1)=O)NC (2S)-(2-chlorophenyl)-2-(methylamino)cyclohexanone hydrochloride